12-nitrooctadeca-9,11-dienoic acid [N+](=O)([O-])C(=CC=CCCCCCCCC(=O)O)CCCCCC